4-oxo-1-{[(1R)-1-phenylethyl]Carbamoyl}azetidine-2-carboxylic acid benzyl ester C(C1=CC=CC=C1)OC(=O)C1N(C(C1)=O)C(N[C@H](C)C1=CC=CC=C1)=O